FC=1C=C(C=CC1OC)S(/C=C/CNC(=O)C=1C(NC2=CC=CC=C2C1)=O)(=O)=NC N-[(2E)-3-[(3-fluoro-4-methoxyphenyl)(methylimino)oxo-λ6-sulfanyl]prop-2-en-1-yl]-2-oxo-1,2-dihydroquinoline-3-carboxamide